ClC1=NC=NC(=C1)OC 4-chloro-6-methoxy-pyrimidine